m-anisidine COC1=CC(=CC=C1)N